3-Oxabicyclo[3.1.0]hexane-6-carbaldehyde C12COCC2C1C=O